CC1(C2(OOC1CC2)C(=O)Cl)C 7,7-dimethyl-2,3-dioxabicyclo[2.2.1]heptane-1-carbonyl chloride